6-chloro-3-(4-chloro-3-fluorophenyl)-1-((4-methyltetrahydro-2H-pyran-4-yl)methyl)-1H-pyrrolo[2,3-b]pyridine ClC1=CC=C2C(=N1)N(C=C2C2=CC(=C(C=C2)Cl)F)CC2(CCOCC2)C